C(C1=CC=CC=C1)OC1=C(N=C(NC1=O)COCC[S+](C)C)C(=O)OCC (2-((5-(benzyloxy)-4-(ethoxycarbonyl)-6-oxo-1,6-dihydropyrimidin-2-yl)methoxy)ethyl)dimethylsulfonium